tert-butyl 5-(5-cyano-3,4-dimethylpicolinamido)-3-iodo-1H-indazole-1-carboxylate C(#N)C=1C(=C(C(=NC1)C(=O)NC=1C=C2C(=NN(C2=CC1)C(=O)OC(C)(C)C)I)C)C